8-[(2,3-difluoro-4-pyridyl)methoxy]-4-[(2R)-3-(3,4-dihydro-1H-isoquinolin-2-yl)-2-hydroxy-propyl]-2,3-dihydro-1,4-benzoxazepin-5-one FC1=NC=CC(=C1F)COC1=CC2=C(C(N(CCO2)C[C@@H](CN2CC3=CC=CC=C3CC2)O)=O)C=C1